5-(2-bromo-4-fluorophenoxy)pyrimidine BrC1=C(OC=2C=NC=NC2)C=CC(=C1)F